N-hexadecyl-N-decyl-toluyl-ammonium [tetra(perfluorophenyl) borate] FC1=C(C(=C(C(=C1F)F)F)F)[B-](C1=C(C(=C(C(=C1F)F)F)F)F)(C1=C(C(=C(C(=C1F)F)F)F)F)C1=C(C(=C(C(=C1F)F)F)F)F.C(CCCCCCCCCCCCCCC)[NH+](CCCCCCCCCC)C1=C(C=CC=C1)C